4-(1-(tert-Butoxycarbonyl)piperidin-4-yl)piperazine-1-carboxylic acid benzyl ester C(C1=CC=CC=C1)OC(=O)N1CCN(CC1)C1CCN(CC1)C(=O)OC(C)(C)C